toluene-at C(C1=CC=CC=C1)(=O)[O-]